Tert-butyl (2S,4R)-2-methyl-4-(tosyloxy)pyrrolidine-1-carboxylate C[C@@H]1N(C[C@@H](C1)OS(=O)(=O)C1=CC=C(C)C=C1)C(=O)OC(C)(C)C